(R)-4-((3-aminopiperidin-1-yl)methyl)-N-(1-(6-morpholino-9H-purin-8-yl)piperidin-4-yl)picolinamide N[C@H]1CN(CCC1)CC1=CC(=NC=C1)C(=O)NC1CCN(CC1)C=1NC2=NC=NC(=C2N1)N1CCOCC1